6-chloro-2-(2,6-dioxopiperidin-3-yl)-1-oxoisoindoline-4-carbonitrile ClC=1C=C(C=2CN(C(C2C1)=O)C1C(NC(CC1)=O)=O)C#N